5-(4-hydroxy-3,5-dimethoxybenzyl)pyrimidine-2,4,6(1H,3H,5H)-trione OC1=C(C=C(CC2C(NC(NC2=O)=O)=O)C=C1OC)OC